COC1N=C(N)N=C2N=CNC=12 6-O-methylguanine